CC=1C=C(C=CC1C)C=1OC2=CC(=C(C=C2C(C1O)=O)OC)OC 2-(3,4-dimethylphenyl)-3-hydroxy-6,7-dimethoxy-4H-chromen-4-one